C(=C)C=1C=C2C=NC(=NC2=CC1)N1CC2(COC2)C1 6-(6-Vinylquinazolin-2-yl)-2-oxa-6-azaspiro[3.3]heptane